FC(S(=O)(=O)NC1=C(C=C(C=C1)C1=NNC(=C1C(=O)N)NC1=NC=CC=C1)O[C@@H](C)C1=CC=C(C=C1)F)F 3-[4-(difluoromethanesulfonamido)-3-[(1S)-1-(4-fluorophenyl)ethoxy]phenyl]-5-[(pyridin-2-yl)amino]-1H-pyrazole-4-carboxamide